C1(CCC1)OC=1C=C(C=C(C1)C(F)(F)F)NC1=NC=C(C(=N1)NC=1C=CC2=C(NC(O2)=O)C1)C 5-(2-(3-cyclobutoxy-5-(trifluoromethyl)phenylamino)-5-methylpyrimidin-4-ylamino)benzo[d]oxazol-2(3H)-one